(R)-1-(4-((5-(1-(2,2-difluoroethyl)-1H-benzo[d][1,2,3]triazol-6-yl)-4-(methoxy-d3)pyrrolo[2,1-f][1,2,4]triazin-2-yl)amino)-3,3-difluoropiperidin-1-yl)ethan-1-one-2,2,2-d3 FC(CN1N=NC2=C1C=C(C=C2)C=2C=CN1N=C(N=C(C12)OC([2H])([2H])[2H])N[C@H]1C(CN(CC1)C(C([2H])([2H])[2H])=O)(F)F)F